6-(3-Chloro-2-fluoro-6-methylphenyl)-N-(1-((R or S)-1-(4-methyl-2-((1R,5S)-2-oxo-3-azabicyclo[3.1.0]hexan-3-yl)pyrimidin-5-yl)ethyl)-1H-pyrazol-4-yl)pyrazine-2-carboxamide ClC=1C(=C(C(=CC1)C)C1=CN=CC(=N1)C(=O)NC=1C=NN(C1)[C@H](C)C=1C(=NC(=NC1)N1C([C@@H]2C[C@@H]2C1)=O)C)F |o1:22|